[C].C(CCC=O)=O succinaldehyde carbon